(3aR,4R,6R,6aR)-4-{4-aminopyrrolo[2,1-f][1,2,4]triazin-7-yl}-6-(hydroxymethyl)-2,2-dimethyl-dihydro-3aH-furo[3,4-d][1,3]dioxole-4-carbonitrile NC1=NC=NN2C1=CC=C2[C@@]2(O[C@@H]([C@H]1OC(O[C@H]12)(C)C)CO)C#N